ClC1=NC=C(C=C1C(=O)NC12CC(C1)(C2)C(=O)OC)C(F)(F)F methyl 3-[[2-chloro-5-(trifluoromethyl)pyridine-3-carbonyl]amino]bicyclo[1.1.1]pentane-1-carboxylate